[(3S)-1-methyl-5-oxo-pyrrolidin-3-yl] 4-[3-[2-(cyclohexoxy)-3-pyridyl]-6-fluoro-pyrazolo[1,5-a]pyrimidin-5-yl]piperazine-1-carboxylate C1(CCCCC1)OC1=NC=CC=C1C=1C=NN2C1N=C(C(=C2)F)N2CCN(CC2)C(=O)O[C@@H]2CN(C(C2)=O)C